ClC=1C(=C(C(N(N1)C1=CC(=CC=C1)OC)=O)[N+](=O)[O-])N1CCCCC1 6-chloro-2-(3-methoxyphenyl)-4-nitro-5-(piperidin-1-yl)pyridazin-3(2H)-one